OC1=C(C(=O)C2=C(C=CC=C2)F)C=CC(=C1)O 2,4-dihydroxyl-2'-fluorobenzophenone